ditertiary butylethylenediamine C(C)(C)(C)NCCNC(C)(C)C